C(C)N(C(C)=O)CCC N-ethyl-N-propylacetamide